2-((5-(5-(difluoromethyl)-1,3,4-oxadiazole-2-yl)pyridine-2-yl)methyl)-6-(4-(2-methoxyethyl)piperazine-1-yl)-4,4-dimethylisoquinoline-1,3(2H,4H)-dione FC(C1=NN=C(O1)C=1C=CC(=NC1)CN1C(C2=CC=C(C=C2C(C1=O)(C)C)N1CCN(CC1)CCOC)=O)F